ONC(=N)C1=NC(=CN=C1NC1=CC=C(C=C1)C(F)(F)F)CO N-hydroxy-6-(hydroxymethyl)-3-[4-(trifluoromethyl)anilino]pyrazine-2-carboxamidine